COC(=O)C1=NN(C(C=C1N)=O)C=1C=NN(C1)C 4-amino-1-(1-methylpyrazol-4-yl)-6-oxo-pyridazine-3-carboxylic acid methyl ester